(2R)-3-(tert-butyldithio)-2-[9H-fluoren-9-ylmethoxycarbonyl-(methyl)amino]propionic acid C(C)(C)(C)SSC[C@@H](C(=O)O)N(C)C(=O)OCC1C2=CC=CC=C2C=2C=CC=CC12